C(C)(C)(C)N1CC=C(C(=C1)F)NC(CC1=C(C=CC(=C1)Cl)O)=O N-tert.-Butyl-4-[[2-(5-chloro-2-hydroxyphenyl)acetyl]amino]-5-fluoro-pyridin